4-(3-(1-((5-(5-(difluoromethyl)-1,3,4-oxadiazol-2-yl)pyridin-2-yl)methyl)-1H-1,2,3-triazol-4-yl)phenyl)piperidine-1-carboxylic acid tert-butyl ester C(C)(C)(C)OC(=O)N1CCC(CC1)C1=CC(=CC=C1)C=1N=NN(C1)CC1=NC=C(C=C1)C=1OC(=NN1)C(F)F